Cl.Cl.N1C=CC=C1 Pyrrole dihydrochloride